ClC1=NC(=CC(=N1)N[C@@H]1[C@H](C2CCC1CC2)C(=O)OCC)N2CC1=CC=CC=C1CC2 (2S,3S)-ethyl 3-((2-chloro-6-(3,4-dihydroisoquinolin-2(1H)-yl)pyrimidin-4-yl)amino)bicyclo[2.2.2]octane-2-carboxylate